5-Chloro-2-(N-azetidinylcarbamoyl)-3-pyridyl 2,4,6-tri-O-acetyl-3-azido-3-deoxy-1-thio-α-D-galactopyranoside C(C)(=O)O[C@H]1[C@@H](SC=2C(=NC=C(C2)Cl)C(NN2CCC2)=O)O[C@@H]([C@@H]([C@@H]1N=[N+]=[N-])OC(C)=O)COC(C)=O